ClC1=NC(=CC(=C1CO)C1(CC1)S(=O)(=O)C)N1[C@@H](COCC1)C (R)-(2-chloro-6-(3-methylmorpholino)-4-(1-(methylsulfonyl)cyclopropyl)pyridin-3-yl)methanol